C(C)C1(CCC(CC1)NC1=NN2C(C(=N1)OC(F)(F)F)=C(C=C2)C=2C=NC=1N(C2)C=CN1)O (1r,4r)-1-ethyl-4-((5-(imidazo[1,2-a]pyrimidin-6-yl)-4-(trifluoromethoxy)pyrrolo[2,1-f][1,2,4]triazin-2-yl)amino)cyclohexan-1-ol